C(#N)C1=CC(=C(COC=2C(=NC=CC2)C2CN[C@@H](CN2CCC2=CC(=CC=3N(C=NC32)C[C@H]3OCC3)C(=O)O)C)C=C1)F (R)-4-(6-(((4-cyano-2-fluorobenzyl)oxy)pyridin-2-yl)-3-methylpiperazin-1-yl)ethyl-1-(((S)-oxetan-2-yl)methyl)-1H-benzo[d]imidazol-6-carboxylic acid